C[NH+](C1=CC=C(C=C1)C=C)C dimethyl-(4-vinylphenyl)ammonium